N1(C=NC=C1)C1=CC(=CC(=N1)C(=O)NC1CCC(CC1)OCCOC)C=1C(=NN(C1C)C)C 6-(1H-imidazol-1-yl)-N-((1r,4r)-4-(2-methoxyethoxy)cyclohexyl)-4-(1,3,5-trimethyl-1H-pyrazol-4-yl)pyridinecarboxamide